1-bromo-3-methoxy-5-((3-methylbut-2-en-1-yl)oxy)benzene BrC1=CC(=CC(=C1)OCC=C(C)C)OC